CN(S(=O)(=O)N[C@@H]1[C@@H](N(CC1(F)F)C(=O)N(C)C)CC=1C(=C(C=CC1)C1=CC(=CC(=C1)F)F)F)C (2S,3R)-3-[(dimethylsulfamoyl)amino]-4,4-difluoro-N,N-dimethyl-2-[(2,3',5'-trifluoro-[1,1'-biphenyl]-3-yl)methyl]pyrrolidine-1-carboxamide